4-methoxy(diacetoxyiodo)benzene COC1=CC=C(C=C1)I(OC(C)=O)OC(C)=O